FC(CN1N=CC=2C1=NC(=CN2)NC2C[C@@H]1[C@@H](CN(C1)C=1C=NC(=NC1)C(F)(F)F)C2)F 1-(2,2-difluoroethyl)-N-((3aR,5s,6aS)-2-(2-(trifluoromethyl)pyrimidin-5-yl)octahydrocyclopenta[c]pyrrol-5-yl)-1H-pyrazolo[3,4-b]pyrazin-6-amine